C(C)(C)(C)OC(=O)N(C\C=C(\C(=O)O)/F)C1(CC1)C (Z)-4-((tert-butoxycarbonyl)(1-methylcyclopropyl)amino)-2-fluorobut-2-enoic acid